C(C(=C)C)(=O)[O-].B(F)(F)F.[Na+] sodium trifluoroborate methacrylate